methyl 4-(ethylamino)butanoate C(C)NCCCC(=O)OC